methyl (S)-2-((tert-butoxycarbonyl)amino)-3-((3S,4R)-2-oxo-4-vinylpyrrolidin-3-yl)propanoate C(C)(C)(C)OC(=O)N[C@H](C(=O)OC)C[C@@H]1C(NC[C@@H]1C=C)=O